C[C@@]1(NSC2=C1C=CC=C2)C(=O)O (S)-3-methyl-2,3-dihydrobenzo[d]isothiazole-3-carboxylic acid